C1=CC=C(C=C1)P(C2=CC=CC=C2)C3=CC=CC=C3.C1=CC=C(C=C1)P(C2=CC=CC=C2)C3=CC=CC=C3.C1=CC=C(C=C1)P(C2=CC=CC=C2)C3=CC=CC=C3.C1=CC=C(C=C1)P(C2=CC=CC=C2)C3=CC=CC=C3.Cl[Ru]Cl ruthenium dichlorotris(triphenylphosphine)